CC(=[Zr](C1C=CC2=CC=CC=C12)C1C=CC2=CC=CC=C12)C dimethyl-methylenebis(indenyl)zirconium